C(C)OC(CSCCl)=O 2-(chloromethylsulfanyl)acetic acid ethyl ester